(R)-8-(8-((6-amino-2,3-dichloropyridin-4-yl)thio)imidazo[1,2-c]pyrimidin-5-yl)-3,3-difluoro-8-azaspiro[4.5]decan-1-amine NC1=CC(=C(C(=N1)Cl)Cl)SC=1C=2N(C(=NC1)N1CCC3(CC(C[C@H]3N)(F)F)CC1)C=CN2